(2-chloro-5-fluoro-pyrimidin-4-yl)-1-methyl-6-nitro-indole ClC1=NC=C(C(=N1)C=1N(C2=CC(=CC=C2C1)[N+](=O)[O-])C)F